C(CCC)C1N(S(C2=C(N(C1)C1=CC=C(C=C1)F)C=C(C(=C2)O\C=C(\C(=O)O)/F)SCC)(=O)=O)CC2=CC=C(C=C2)OC (Z)-3-((3-butyl-7-(ethylsulfanyl)-5-(4-fluorophenyl)-2-(4-methoxybenzyl)-1,1-dioxido-2,3,4,5-tetrahydro-1,2,5-benzothiadiazepin-8-yl)oxy)-2-fluoroacrylic acid